Cl.Cl.FC=1C(=C(C=C(C1)C=1C=NNC1)O)C=1SC(=NN1)N1C[C@@H]2CNC[C@@H]2C1 3-fluoro-2-(5-((3aR,6aS)-hexahydropyrrolo[3,4-c]pyrrol-2(1H)-yl)-1,3,4-thiadiazol-2-yl)-5-(1H-pyrazol-4-yl)phenol, Dihydrochloride salt